[N+](=O)([O-])C1=CC=C(C=C1)C=1N=NN(C1)C1=CC=C(C=C1)O 4-(4-(4-nitrophenyl)-1H-1,2,3-triazol-1-yl)phenol